ClC1=NC=CC(=N1)N1C(N(C2=C1C=CC=C2)C(C)C)=O 1-(2-Chloropyrimidin-4-yl)-3-isopropyl-1,3-dihydro-2H-benzo[d]imidazol-2-one